dibutyl-bismuth dilaurate C(CCCCCCCCCCC)(=O)[O-].C(CCCCCCCCCCC)(=O)[O-].C(CCC)[Bi+2]CCCC